4-(3-Chloroanilino)-2'-{(2R)-3-[(9-hydroxy-6,7,8,9-tetrahydro-5H-cyclohepta[b]pyridin-4-yl)oxy]-2-methylpropyl}-2',3'-dihydro-spiro[cyclohexane-1,1'-indene]-4-carboxylic acid ClC=1C=C(NC2(CCC3(C(CC4=CC=CC=C34)C[C@H](COC3=C4C(=NC=C3)C(CCCC4)O)C)CC2)C(=O)O)C=CC1